CC1=C(C(=CC(=N1)N)B1OC(C(O1)(C)C)(C)C)C=C 6-methyl-4-(4,4,5,5-tetramethyl-1,3,2-dioxaborolan-2-yl)-5-vinyl-pyridin-2-amine